1-((1-(10H-phenothiazin-2-yl)ethyl)sulfonyl)-4-(4-chlorophenyl)-4-piperidinol C1=C(C=CC=2SC3=CC=CC=C3NC12)C(C)S(=O)(=O)N1CCC(CC1)(O)C1=CC=C(C=C1)Cl